4-cyclobutanesultone C12CCC1OS2(=O)=O